N1(CCCC1)C(=O)N1C2CN(CC1C2)C2=NC=C(C=C2)C2=NOC(=N2)C(F)(F)F Pyrrolidin-1-yl(3-(5-(5-(trifluoromethyl)-1,2,4-oxadiazol-3-yl)pyridin-2-yl)-3,6-diazabicyclo[3.1.1]heptan-6-yl)methanone